3-chloro-2-[(2S,6R)-2,6-dimethylmorpholin-4-yl]aniline ClC=1C(=C(N)C=CC1)N1C[C@@H](O[C@@H](C1)C)C